C(C)C=1C(=C(C=CC1F)[C@@H]1[C@H](O[C@@](C1)(C(F)(F)F)C)C(=O)NC1=CC(=NC=C1)C(=O)N)OC 4-((2S,3R,5S)-3-(3-ethyl-4-fluoro-2-methoxyphenyl)-5-methyl-5-(trifluoromethyl)tetrahydrofuran-2-carboxamido)picolinamide